6-fluoro-1-methyl-8-nitro-1,2,3,5,6,7-hexahydro-s-indacene FC1CC=2C=C3CCC(C3=C(C2C1)[N+](=O)[O-])C